CC(CC(NC(=N)N)(C)C)([Si](O[Si](C)(C)C)(O[Si](C)(C)C)O[Si](C)(C)C)C tetramethylguanidinopropyl-tris(trimethylsiloxy)silane